C(C)(C)(C)OC(=O)N1C=C2N(C=C(C2(C1)F)O)CC1=CC=CC=C1.BrC1=CC=2C=CC3=CC=CC=C3C2C=C1 2-bromophenanthrene (cis)-tert-butyl-1-benzyl-3a-fluoro-3-hydroxypyrrolo[3,4-b]pyrrole-5(1H)-carboxylate